FC1=C(C=CC(=C1)[N+](=O)[O-])C(C(=O)O)C 2-(2-fluoro-4-nitrophenyl)propionic acid